N2-(4-fluoro-2,3-dihydrobenzofuran-3-yl)-6-(1-tetrahydropyran-2-yl-indazol-6-yl)-1,3,5-triazine-2,4-diamine FC1=CC=CC2=C1C(CO2)NC2=NC(=NC(=N2)N)C2=CC=C1C=NN(C1=C2)C2OCCCC2